methoxy-N-methyl-2-(oxetan-3-yl)acetamide COC(C(=O)NC)C1COC1